FC=1C2=C(C=NC1)C(=CN2)NC(OC(C)(C)C)=O t-butyl (7-fluoro-1H-pyrrolo[3,2-c]pyridin-3-yl)carbamate